6-(4-chloro-2-(methoxymethoxy)phenyl)-3-(cis-3,5-dimethylpiperazin-1-yl)-1,2,4-triazine ClC1=CC(=C(C=C1)C1=CN=C(N=N1)N1C[C@H](N[C@H](C1)C)C)OCOC